2-(pyridin-4-yl)-N-(1-(trifluoromethyl)cyclobutyl)pyrido[3,4-d]pyrimidin-4-amine N1=CC=C(C=C1)C=1N=C(C2=C(N1)C=NC=C2)NC2(CCC2)C(F)(F)F